2,4-dimethoxypyrimidin-5-ol COC1=NC=C(C(=N1)OC)O